CO/N=C(/C1=CSC(=N1)N)\\C(=O)N[C@H]2[C@@H]3N(C2=O)C(=C(CS3)CSC4=CN=NS4)C(=O)O The molecule is a second generation cephalosporin antibiotic. It has a role as an antibacterial drug. It is a conjugate acid of a cefuzonam(1-).